[I-].ClC1=[N+](C=C(C2=C1C(=CN2C)I)C)CC 4-Chloro-5-ethyl-3-iodo-1,7-dimethyl-1H-pyrrolo[3,2-c]pyridin-5-ium iodide